7-(benzyloxy)-8-fluorochroman-4-one C(C1=CC=CC=C1)OC1=CC=C2C(CCOC2=C1F)=O